C(C)O[Si](CC(C=C)C)(OCC)OCC triethoxy(2-methyl-3-buten-1-yl)silane